NC1=NN(C2=NC(=CC(=C21)C2=CC=C(C=C2)N(C(=O)C2(CC2)C(=O)N)C2=CC=C(C=C2)F)C2CCN(CC2)C(C(C)C)=O)C N-(4-(3-amino-6-(1-isobutyrylpiperidin-4-yl)-1-methyl-1H-pyrazolo[3,4-b]pyridin-4-yl)phenyl)-N-(4-fluorophenyl)cyclopropane-1,1-dicarboxamide